C[C@H]1CC(=O)O[C@H]1[C@]2(CC(=O)C3=C(O2)C=CC(=C3O)C4=C(C5=C(C=C4C)O[C@](CC5=O)(C)[C@H]6[C@@H](CC(=O)O6)O)O)C The molecule is a chromanone isolated from the marine derived fungus Monodictys putredinis and exhibits inhibitory activity against P450. It has a role as a metabolite, an antineoplastic agent and a P450 inhibitor. It is a gamma-lactone, a secondary alcohol and a chromanone.